di(1-phenylisoquinoline) iridium [Ir].C1(=CC=CC=C1)C1=NC=CC2=CC=CC=C12.C1(=CC=CC=C1)C1=NC=CC2=CC=CC=C12